FC=1C=C(C=C2CCC(OC12)C=1C=NC(=CC1)OC)CN1C=NC=2C1=NC=C(C2)C#CC(C)(N)C 4-(3-((8-fluoro-2-(6-methoxypyridin-3-yl)chroman-6-yl)methyl)-3H-imidazo[4,5-b]pyridin-6-yl)-2-methylbut-3-yn-2-amine